3-((4-(2-chloro-4-fluorophenyl)-2-oxo-2H-pyrano[2,3-b]pyridin-7-yl)(methyl)amino)-N-methylpropanamide ClC1=C(C=CC(=C1)F)C1=CC(OC2=NC(=CC=C21)N(CCC(=O)NC)C)=O